4,5-dibromocatechol BrC=1C=C(C(O)=CC1Br)O